ortho-phenylphenol sodium salt [Na].C1(=CC=CC=C1)C1=C(C=CC=C1)O